3-bromo-1-(4-bromo-2,6-difluorophenyl)pyrrolidin-2-one BrC1C(N(CC1)C1=C(C=C(C=C1F)Br)F)=O